3-(1-(2-(4-Ethylphenoxy)ethyl)-1H-benzo[d]imidazol-2-yl)-5-(4-fluorophenyl)isoxazole C(C)C1=CC=C(OCCN2C(=NC3=C2C=CC=C3)C3=NOC(=C3)C3=CC=C(C=C3)F)C=C1